tert-butyl ((4-(5-(hydroxymethyl)benzofuran-7-yl)pyridin-2-yl)methyl)carbamate OCC=1C=C(C2=C(C=CO2)C1)C1=CC(=NC=C1)CNC(OC(C)(C)C)=O